FC1([C@@H](CN(CC1)C1=NC2=C(N1)C=C(C=C2)F)NC(OC(C)(C)C)=O)F (R)-tert-butyl (4,4-difluoro-1-(6-fluoro-1H-benzimidazol-2-yl)piperidin-3-yl)carbamate